BrC=1C(=C2C3(C(N(C(C2=CC1)=O)C(C(=O)OC)C)=O)CC3)F methyl 2-(6'-bromo-5'-fluoro-1',3'-dioxo-spiro[cyclopropane-1,4'-isoquinoline]-2'-yl)propanoate